(4-(5-bromo-3-fluoropyridin-2-yl)-1-methyl-1H-1,2,3-triazol-5-yl)methanol BrC=1C=C(C(=NC1)C=1N=NN(C1CO)C)F